2-[(1S,4S,5R)-5-{[5-cyclopropyl-3-(2,6-dichlorophenyl)-1,2-oxazol-4-yl]methoxy}-2-azabicyclo[2.2.1]heptan-2-yl]-4-(propan-2-yl)-1,3-benzothiazole-6-carboxylic acid C1(CC1)C1=C(C(=NO1)C1=C(C=CC=C1Cl)Cl)CO[C@H]1[C@@H]2CN([C@H](C1)C2)C=2SC1=C(N2)C(=CC(=C1)C(=O)O)C(C)C